6-(5-(6-methylpyridin-2-yl)-1H-pyrazol-4-yl)quinolin-3-yl 3-(hydroxymethyl)azetidine-3-carboxylate OCC1(CNC1)C(=O)OC=1C=NC2=CC=C(C=C2C1)C=1C=NNC1C1=NC(=CC=C1)C